OC1CC(CC1)[C@H]1N(C[C@@H](CC1)C)C(C(=O)NC=1C=C(C=NC1)C(=O)N)=O 5-[[2-[(2S,5R)-2-(3-Hydroxycyclopentyl)-5-methyl-1-piperidyl]-2-oxo-acetyl]amino]pyridine-3-carboxamide